BrC1=C(C=C2C(=NC(=NC2=C1F)OC[C@H]1N(CCC1)C)N1CC2CCC(C1)N2C(=O)OC(C)(C)C)Cl tert-butyl 3-[7-bromo-6-chloro-8-fluoro-2-[[(2S)-1-methylpyrrolidin-2-yl]methoxy]quinazolin-4-yl]-3,8-diazabicyclo[3.2.1]octane-8-carboxylate